N1C(=NC2=C1C=CC=C2)N2C(C=CC=C2)C2NCC1C2CN(C1)C=1C=C(C=C(C1)C=O)C=1N=C2N(C=CC=C2)C1 5-(6-(1-(1H-benzo[d]imidazol-2-yl)pyridinyl)hexahydropyrrolo[3,4-c]pyrrol-2(1H)-yl)(3-(imidazo[1,2-a]pyridin-2-yl)phenyl)methanone